OC1CC(C1)OC1=NOC(=C1)C(C(=O)OC)C(C)C methyl 2-(3-((1S,3S)-3-hydroxycyclobutoxy) isoxazol-5-yl)-3-methylbutyrate